benzyl (R,E)-3-(2-(trifluoromethyl)styryl)piperidine-1-carboxylate FC(C1=C(/C=C/[C@@H]2CN(CCC2)C(=O)OCC2=CC=CC=C2)C=CC=C1)(F)F